S(C1=C(C=CC=C1C(C)(C)CC(C)(C)C)O)C1=C(C=CC=C1C(C)(C)CC(C)(C)C)O thiobis(3-t-octylphenol)